C(C1=CC=CC=C1)OC1[C@H](NC(CCC)=O)[C@@H](OCC2=CC=CC=C2)[C@H](OCC2=CC=CC=C2)[C@H](O1)CO[Si](C)(C)C 1,3,4-tri-O-benzyl-2-N-butyryl-6-O-trimethylsilyl-D-glucosamine